NC=1C2=C(N=CN1)C(=CC(=N2)C=2C=C(C=CC2)C#C[C@]2(C(N(CC2)C)=O)O)C2CCOCC2 (R)-3-((3-(4-Amino-8-(tetrahydro-2H-pyran-4-yl)pyrido[3,2-d]pyrimidin-6-yl)phenyl)ethynyl)-3-hydroxy-1-methylpyrrolidin-2-one